C(C)OC(CC(C)NC(=O)NC1C(CCC(C1)C)C(C)C)=O 3-[3-(2-isopropyl-5-methyl-cyclohexyl)ureido]butyric acid ethyl ester